2,4-difluoro-6-((4-fluorophenyl)ethynyl)aniline FC1=C(N)C(=CC(=C1)F)C#CC1=CC=C(C=C1)F